6-((1R,5S,6s)-6-(aminomethyl)-6-phenyl-3-azabicyclo[3.1.0]hexan-3-yl)-3-((2-(trifluoromethyl)pyridin-3-yl)thio)pyrazin-2-amine NCC1([C@H]2CN(C[C@@H]12)C1=CN=C(C(=N1)N)SC=1C(=NC=CC1)C(F)(F)F)C1=CC=CC=C1